Methyl (2R)-2-{[4-cyano-1-(2,5-difluorophenyl)-5-(3,4-difluorophenyl)-1H-pyrazol-3-yl]oxy}propanoate C(#N)C=1C(=NN(C1C1=CC(=C(C=C1)F)F)C1=C(C=CC(=C1)F)F)O[C@@H](C(=O)OC)C